FC(C1=C(C=CC=C1)C1=NN=CO1)(F)F 5-[2-(trifluoromethyl)phenyl]-1,3,4-oxadiazol